N-(6-(2-chloro-5-fluorophenyl)-3-cyano-2-methyl-8-oxo-2,6,7,8-tetrahydropyrrolo[3,4-g]indazol-5-yl)-3-fluoro-5-(trifluoromethyl)benzamide ClC1=C(C=C(C=C1)F)C1NC(C2=C1C(=CC1=C(N(N=C21)C)C#N)NC(C2=CC(=CC(=C2)C(F)(F)F)F)=O)=O